O1C(=NC2=C1C=CC=C2)CCO benzoxazoleethanol